N1(CCCCC1)C(C(=O)OC)CC(=O)OC Dimethyl 2-(piperidin-1-yl)succinate